[Na+].[Na+].O=CCCC(=O)[O-].O=CCCC(=O)[O-] 4-oxobutanoic acid disodium salt